CC(C(C=O)=O)(C(C(C(CCC(C)C)(C)C)=O)=O)C 3,3,6,6,9,9-hexamethyl-1,2,4,5-tetraoxononane